FC([C@H]1N(CC(C1)C1=CC=C(C=C1)C(F)(F)F)C1=CC=C(C#N)C=C1)F 4-((2S)-2-(difluoromethyl)-4-(4-(trifluoromethyl)phenyl)pyrrolidin-1-yl)benzonitrile